1-(7-((4-chloro-5-(trifluoromethyl)pyrimidin-2-yl)amino)-6-cyclopropyl-3,4-dihydroisoquinolin-2(1H)-yl)-2,2,2-trifluoroethan-1-one ClC1=NC(=NC=C1C(F)(F)F)NC1=C(C=C2CCN(CC2=C1)C(C(F)(F)F)=O)C1CC1